7-HYDROXY-1H-PYRROLO[3,2-B]PYRIDINE-3-CARBALDEHYDE OC1=C2C(=NC=C1)C(=CN2)C=O